Methyl 9-(4-methylanilino)-[1,3]thiazolo[5,4-f]quinazoline-2-carboximidate CC1=CC=C(NC2=NC=NC3=CC=C4C(=C23)SC(=N4)C(OC)=N)C=C1